N-benzyl-N-methyl-ethanolamine, trilauryl-monomethyl-ammonium salt C(CCCCCCCCCCC)[N+](C)(CCCCCCCCCCCC)CCCCCCCCCCCC.C(C1=CC=CC=C1)N(CCO)C